2-(1-ethyl-3-methyl-1H-pyrazol-5-yl)-9H-pyrimido[4,5-b]indole-6-carboxamide C(C)N1N=C(C=C1C=1N=CC2=C(NC3=CC=C(C=C23)C(=O)N)N1)C